[F].[S].[Cl] chlorine sulfur fluorine